1-(tert-butylamino)-3-methoxy-propan-2-ol C(C)(C)(C)NCC(COC)O